FC1(C2CC3(CC(CC1C3)C2)N)F 4,4-difluoro-1-adamantanamine